ClC1=CC(=C(C=C1)C1=CC(=C(C=C1)Cl)N)N 4,4'-dichloro-2,3'-diaminobiphenyl